CSC(=C(C(C1=CC=CC=C1)=O)S1CCCC1)SC 1-(1,1-bis(methylthio)-3-oxo-3-phenylprop-1-en-2-yl)tetrahydro-1H-thiophen